(1S,3S,5S)-5-(2-amino-2-oxoethyl)-2-(tert-butoxycarbonyl)-2-azabicyclo[3.1.0]hexane-3-carboxylic acid NC(C[C@@]12C[C@H](N([C@H]2C1)C(=O)OC(C)(C)C)C(=O)O)=O